bis(bipyridine) bis(acetate) gallium (III) [Ga+3].C(C)(=O)[O-].C(C)(=O)[O-].N1=C(C=CC=C1)C1=NC=CC=C1.N1=C(C=CC=C1)C1=NC=CC=C1